bis(p-aminophenyl)sulfone NC1=CC=C(C=C1)S(=O)(=O)C1=CC=C(C=C1)N